[1,4]oxazino[3,4-c]pyrido[2,1-f][1,2,4]triazine-6,8-dione C1OC=CN2C1=NN1C(C2=O)=CC(C=C1)=O